5-chloro-2-[(3'S,5S)-2-(2-ethoxyphenyl)-3'-ethyl-7-[[(2R)-pyrrolidin-2-yl]methyl]spiro[6,8-dihydro-1,7-naphthyridine-5,4'-piperidine]-1'-yl]benzonitrile ClC=1C=CC(=C(C#N)C1)N1C[C@H]([C@@]2(CC1)C=1C=CC(=NC1CN(C2)C[C@@H]2NCCC2)C2=C(C=CC=C2)OCC)CC